NC1=C(C=C(C=N1)NC(C(=O)N1C(C(CC(C1)C)C)C1=CC=CC=C1)=O)C N-(6-amino-5-methyl-3-pyridyl)-2-(3,5-dimethyl-2-phenyl-1-piperidyl)-2-oxo-acetamide